pyridin-4-yl 5-(4-((1H-indazol-5-yl)amino)pyrimidin-2-yl)isoindoline-2-carboxylate N1N=CC2=CC(=CC=C12)NC1=NC(=NC=C1)C=1C=C2CN(CC2=CC1)C(=O)OC1=CC=NC=C1